(4-Azidophenyl)amino-N,N,N-tri(methyl-d3)-2-oxoethaneaminium Chloride [Cl-].N(=[N+]=[N-])C1=CC=C(C=C1)NC(C=O)[N+](C([2H])([2H])[2H])(C([2H])([2H])[2H])C([2H])([2H])[2H]